6-(((3R,5S)-5-methylpyrrolidin-3-yl)oxy)-2-(triethylsilyl)pyrazolo[1,5-a]pyrazine C[C@H]1C[C@H](CN1)OC=1N=CC=2N(C1)N=C(C2)[Si](CC)(CC)CC